3,5-dimethyl-4-(4-methylpiperazin-1-yl)benzene-1,2-diamine CC1=C(C(=CC(=C1N1CCN(CC1)C)C)N)N